CC1(CN(CCC1NC=1N=CC2=C(N1)N(C(C=C2)=O)[C@H]2[C@](CCC2)(C)O)S(=O)(=O)C)C 2-((3,3-dimethyl-1-(methylsulfonyl)piperidin-4-yl)amino)-8-((1r,2r)-2-hydroxy-2-methylcyclopentyl)pyrido[2,3-d]pyrimidin-7(8H)-one